tert-butyl 3-((2-carbamoylphenyl)carbamoyl)piperidine-1-carboxylate C(N)(=O)C1=C(C=CC=C1)NC(=O)C1CN(CCC1)C(=O)OC(C)(C)C